N-(3-chlorophenethyl)pyrazino[1',6':1,5]pyrazolo[4,3-b][1,7]naphthyridin-10-amine ClC=1C=C(CCNN2C=CC3=CC=4C(=NC3=C2)C=2N(N4)CC=NC2)C=CC1